COC1=NC=C(N=C1OC)F 2,3-dimethoxy-5-fluoropyrazine